C12C(C3CC(CC(C1)C3)C2)C=2C=C(C=3[C@H]1[C@H](C(OC3C2)(C)C)CC=C(C1)C)O (6Ar,10aR)-3-(2-adamantyl)-6,6,9-trimethyl-6a,7,10,10a-tetrahydrobenzo[c]chromen-1-ol